BrC1=C(C(=NC=N1)N1CCN(CC1)C(=O)OC(C)(C)C)[C@@H](CC#N)C tert-butyl (R)-4-(6-bromo-5-(1-cyanopropan-2-yl)pyrimidin-4-yl)piperazine-1-carboxylate